C(C)[SiH]1N(CCC1)CCC[SiH2]CC(OCC)OCC 2-ethyl-1-(3-diethoxyethylsilylpropyl)-1-aza-2-silacyclopentane